(R)-N-(5-(5-ethyl-1,2,4-oxadiazol-3-yl)-2,3-dihydro-1H-inden-1-yl)-4-methyloxazole-5-carboxamide C(C)C1=NC(=NO1)C=1C=C2CC[C@H](C2=CC1)NC(=O)C1=C(N=CO1)C